C(C(C)C)(=O)OC1=CC2=CC=C(C(=C2C(=C1)N1CC=2N=C(N=C(C2CC1)N1CC(CCCC1)NC(C=C)=O)OC[C@]1(N(C[C@@H](C1)F)C)C)C#C)F 4-(4-(3-acrylamidoazepan-1-yl)-2-(((2S,4R)-4-fluoro-1,2-dimethylpyrrolidin-2-yl)methoxy)-5,8-dihydropyrido[3,4-d]pyrimidin-7(6H)-yl)-5-ethynyl-6-fluoronaphthalen-2-yl isobutyrate